N-((1R,5S,9s)-3-(5-(6-(3-cyanopyrrolo[1,2-b]pyridazin-7-yl)-4-(isopropylamino)pyridin-3-yl)-1,3,4-thiadiazol-2-yl)-3-azabicyclo[3.3.1]nonan-9-yl)acetamide C(#N)C1=CC=2N(N=C1)C(=CC2)C2=CC(=C(C=N2)C2=NN=C(S2)N2C[C@H]1CCC[C@@H](C2)C1NC(C)=O)NC(C)C